2-((4-(5-(4-chlorophenyl)-4-methyl-1H-imidazol-2-yl)piperidin-1-yl)methyl)pyridine ClC1=CC=C(C=C1)C1=C(N=C(N1)C1CCN(CC1)CC1=NC=CC=C1)C